CC=1OC2=C(C1C(=O)N[C@H]1CN(CC1)C(=O)OC(C)(C)C)C=C(C=C2)OCC=2C=NC=CC2 tert-butyl (R)-3-(2-methyl-5-(pyridin-3-ylmethoxy)benzofuran-3-carboxamido)pyrrolidine-1-carboxylate